NC1=C(C(=C(C=C1Cl)Cl)F)C1=C2C(=NC(=C1C#N)N1CC3(CN(C3)C(=O)OC(C)(C)C)CC1)CC(OC2)(C)C tert-butyl 6-(4-(2-amino-3,5-dichloro-6-fluorophenyl)-3-cyano-7,7-dimethyl-7,8-dihydro-5H-pyrano[4,3-b]pyridin-2-yl)-2,6-diazaspiro[3.4]octane-2-carboxylate